(6-bromopyridin-2-yl)-5-cyclopropyl-6-methoxypyrazolo[1,5-a]pyrimidine BrC1=CC=CC(=N1)C1=NN2C(N=C(C(=C2)OC)C2CC2)=C1